CC1(C(N2C(C(C2S1)NC(CC1N\C(\NC1=O)=N/N=C/C1=CC=C(C=C1)[N+](=O)[O-])=O)=O)C(=O)O)C 3,3-dimethyl-6-(2-((E)-2-(((E)-4-nitrobenzylidene)hydrazineylidene)-5-oxoimidazolidine-4-yl)acetamido)-7-oxo-4-thia-1-azabicyclo[3.2.0]heptane-2-carboxylic acid